5-(1'-Cyclopropyl-[1,4'-bipiperidin]-4-yl)-4-fluoro-1-methyl-2-(4-(methylsulfonyl)phenyl)-1H-benzo[d]imidazol C1(CC1)N1CCC(CC1)N1CCC(CC1)C1=C(C2=C(N(C(=N2)C2=CC=C(C=C2)S(=O)(=O)C)C)C=C1)F